CC1=CC=C(C=C1)S(=O)(=O)O[C@@H]1COCC1 ((3S)-tetrahydrofuran-3-yl) 4-methylbenzenesulfonate